6-(1,1-Difluoroethyl)-3-methylpyridin-2-amine TFA salt OC(=O)C(F)(F)F.FC(C)(F)C1=CC=C(C(=N1)N)C